COC1=CC=2CCN3CC=4C(=C(C=CC4CC3C2C=C1OC([2H])([2H])[2H])OC)OC 3,9,10-trimethoxy-2-[(trideuterio)-methoxy]-6,8,13,13a-tetrahydro-5H-isoquinolino[2,1-b]Isoquinoline